bis(dimethylamino)methyl-(1-methylene-2-propenyl)silane CN(C)C(N(C)C)[SiH2]C(C=C)=C